9-(1-naphthyl)-10-(2-naphthyl)anthracene-d22 C1(=CC=CC2=CC=CC=C12)C1(C2(C(C(C(C(C2(C(C2(C(C(C(C(C12[2H])([2H])[2H])([2H])[2H])([2H])[2H])([2H])[2H])[2H])(C1=CC2=CC=CC=C2C=C1)[2H])[2H])([2H])[2H])([2H])[2H])([2H])[2H])([2H])[2H])[2H])[2H]